C(=O)OCC\C=C/CC (Z)-hex-3-en-1-yl formate